N-(2-methoxy-6-methyl-5,6,7,8-tetrahydro-1,6-naphthyridin-3-yl)-8-(piperidin-1-yl)pyrido[3,4-d]pyrimidin-2-amine COC1=NC=2CCN(CC2C=C1NC=1N=CC2=C(N1)C(=NC=C2)N2CCCCC2)C